NCCCCC(=O)OCC=O 2-oxoethyl 5-aminopentanoate